4-(3,4-dinitrophenyl)-2,2-difluoromorpholine [N+](=O)([O-])C=1C=C(C=CC1[N+](=O)[O-])N1CC(OCC1)(F)F